C(CC(O)(C(=O)[O-])CC(=O)[O-])(=O)[O-].[Cu+2].[Zn+2] zinc copper citrate